C(C)NC(=O)C1=CC=C2CC(NC2=C1)=O N-ethyl-2-oxoindoline-6-carboxamide